N1C=CC2=CC(=CC=C12)NC(=O)NC=1SC(=NN1)C1=CC=C(C=C1)OC(F)(F)F 1-(1H-indol-5-yl)-3-(5-(4-(trifluoromethoxy)phenyl)-1,3,4-thiadiazol-2-yl)urea